C1(CC1)C1=CC(=NN1CC(=O)N1CCC(CC1)C1CCC(C2=CC=CC=C12)NC=O)C(F)F 4-[1-[2-[5-cyclopropyl-3-difluoromethylpyrazol-1-yl]acetyl]-4-piperidinyl]-N-tetrahydronaphthalene-1-yl-carboxamide